ClC=1C(=NC=CC1)C(=O)OC1=C(C(=C(C(=C1F)F)F)F)F perfluorophenyl 3-chloropicolinate